[4-[(2R,5S)-1-[2-[(6-amino-5-methyl-3-pyridyl)amino]-2-oxo-acetyl]-5-methyl-2-piperidyl]phenyl] acetate C(C)(=O)OC1=CC=C(C=C1)[C@@H]1N(C[C@H](CC1)C)C(C(=O)NC=1C=NC(=C(C1)C)N)=O